(E)-N-((1,2,3,5,6,7-Hexahydro-s-indacen-4-yl)carbamoyl)-2-(piperidin-3-yl)ethensulfonamid C1CCC2=C(C=3CCCC3C=C12)NC(=O)NS(=O)(=O)\C=C\C1CNCCC1